[Pt].[Co].[Ni] nickel-cobalt-platinum